4-[2-(trifluoromethyl)phenoxy]aniline FC(C1=C(OC2=CC=C(N)C=C2)C=CC=C1)(F)F